ClC=1C(=NN(C1C)C1OCCCC1)CCl 4-chloro-3-(chloromethyl)-5-methyl-1-(tetrahydro-2H-pyran-2-yl)-1H-pyrazole